(1-((6-(trifluoromethyl)pyridin-3-yl)methyl)-1H-pyrazol-4-yl)ethan-1-amine hydrochloride Cl.FC(C1=CC=C(C=N1)CN1N=CC(=C1)C(C)N)(F)F